(R)-7-(2-(((3-ethylpyridin-2-yl)oxy)methyl)pyrrolidin-1-yl)-6-fluoro-4-oxo-1-phenyl-1,4-dihydroquinoline-3-carboxylic acid C(C)C=1C(=NC=CC1)OC[C@@H]1N(CCC1)C1=C(C=C2C(C(=CN(C2=C1)C1=CC=CC=C1)C(=O)O)=O)F